6-hydroxy-N-(4-(4-(tert-butoxycarbonyl)piperazin-1-yl)phenyl)-4-trifluoromethylquinazolin-2-amine OC=1C=C2C(=NC(=NC2=CC1)NC1=CC=C(C=C1)N1CCN(CC1)C(=O)OC(C)(C)C)C(F)(F)F